[3-[6-[(3-Ethyl-2-pyridyl)-methyl-amino]-3-pyridyl]azetidin-1-yl]-[(3S)-3-(1H-triazol-5-yl)pyrrolidin-1-yl]methanone C(C)C=1C(=NC=CC1)N(C1=CC=C(C=N1)C1CN(C1)C(=O)N1C[C@H](CC1)C1=CN=NN1)C